[Y].[K].OCCNC(C)CC1=CC2=C(C=C1)OCO2 (2-hydroxyethyl)-3,4-methylenedioxyamphetamine potassium yttrium